(S)-1-(4-(3-((3-chloro-4-(3-methylazetidine-1-carbonyl)phenyl)amino)azetidin-1-yl)piperidin-1-yl)-3,3,3-trifluoro-2-hydroxy-2-phenylpropan-1-one ClC=1C=C(C=CC1C(=O)N1CC(C1)C)NC1CN(C1)C1CCN(CC1)C([C@](C(F)(F)F)(C1=CC=CC=C1)O)=O